3-((5'S,7a'R)-5'-(3,5-difluorophenyl)-3'-oxo-tetrahydro-3'H-spiro[piperidine-4,2'-pyrrolo-[2,1-b]oxazole]-1-carbonyl)-4-fluorobenzonitrile FC=1C=C(C=C(C1)F)[C@@H]1CC[C@H]2OC3(C(N21)=O)CCN(CC3)C(=O)C=3C=C(C#N)C=CC3F